(E)-N-(4-((2',4'-difluoro-4-methoxy-[1,1'-biphenyl]-3-yl)amino)-7-methoxyquinazolin-6-yl)-4-methoxybut-2-enamide FC1=C(C=CC(=C1)F)C1=CC(=C(C=C1)OC)NC1=NC=NC2=CC(=C(C=C12)NC(\C=C\COC)=O)OC